1-(3-(1,5-dimethyl-1H-pyrazol-3-yl)-6-ethyl-8-fluoro-4-methylquinolin-2-yl)-N-((3R,4R)-3-fluorotetrahydro-2H-pyran-4-yl)piperidin-4-amine CN1N=C(C=C1C)C=1C(=NC2=C(C=C(C=C2C1C)CC)F)N1CCC(CC1)N[C@H]1[C@H](COCC1)F